C(C=C)(=O)CCC[Si](OCC)(OCC)C γ-acryloylpropylmethyldiethoxysilane